BrC=1C(=NN(C1)CCOC1OCCCC1)OC 4-bromo-3-methoxy-1-[2-(oxan-2-yloxy)ethyl]pyrazole